2-phenyl-5-(10-phenylanthracen-9-yl)benzofurancamphoric acid C1(=CC=CC=C1)C1(OC2=C(C1)C=C(C=C2)C=2C1=CC=CC=C1C(=C1C=CC=CC21)C2=CC=CC=C2)C2CC(C(C2(C(=O)O)C)(C)C)C(=O)O